N,N-dinonylaminoacetate C(CCCCCCCC)N(CCCCCCCCC)CC(=O)[O-]